ClC1=NC(=CC(=C1)C1=C(C(=O)OC)C=C(C=C1)F)Cl methyl 2-(2,6-dichloropyridin-4-yl)-5-fluorobenzoate